C(CCCCCCCCCC=CCCCCCCCC)(=O)OCCCCCCCCCCCCCCCCCCC nonadecyl eicos-11-enoate